2-nitro-N-(4-phenoxy-6-phenyl-pyrimidin-2-yl)benzenesulfonamide [N+](=O)([O-])C1=C(C=CC=C1)S(=O)(=O)NC1=NC(=CC(=N1)OC1=CC=CC=C1)C1=CC=CC=C1